β-hydroxyethylsulfone Ethyl-sulfate C(C)OS(=O)(=O)O.OCCS(=O)(=O)CCO